ClC=1C=C2N(C(N1)=O)C[C@H]1N2CCC1 (S)-3-chloro-7,8,8a,9-tetrahydropyrrolo[1',2':3,4]imidazo[1,2-c]pyrimidin-1(6H)-one